C(#N)CC(=O)[O-] Cyanoacetat